C(C)(=O)C1CCNC1C1=CC=CC=C1 4-acetyl-5-phenylpyrrolidine